n-methyl-3-(2-methyl-2H-tetrazol-5-yl)-4-((2-(trifluoromethyl)phenyl)amino)benzenesulfonamide CNS(=O)(=O)C1=CC(=C(C=C1)NC1=C(C=CC=C1)C(F)(F)F)C=1N=NN(N1)C